IC=1C(NC(N([C@H]2[C@@H]([C@H](O)[C@@H](CO)O2)F)C1)=O)=O 5-iodo-2'-fluoro-2'-deoxyuridine